methyl 5-(2,4-dioxo-7-(trifluoromethyl)-3,4-dihydroquinazolin-1(2H)-yl)thiophene-3-carboxylate O=C1N(C2=CC(=CC=C2C(N1)=O)C(F)(F)F)C1=CC(=CS1)C(=O)OC